10,17-dihydroxy-docosapentaenoic acid OC(C=CC=CC=CC=CC(=O)O)=CCCCCCC(CCCCC)O